O=C1N(CC2=CC(=CC=C12)C1CCN(CC1)S(=O)(=O)C1=CC=CC=C1)C1C(NC(CC1)=O)=O 3-(1-oxo-5-(1-(phenylsulfonyl)piperidin-4-yl)isoindolin-2-yl)piperidine-2,6-dione